4-(4-bromophenyl)piperidine hydrochloride Cl.BrC1=CC=C(C=C1)C1CCNCC1